C1(CCCC1)C1=CC(=NN1)NC1=NC(=NC=C1)N(C1CCC(CC1)NC(=O)C1CC2=CC=CC=C2C1)C N-((1R,4R)-4-((4-((5-cyclopentyl-1H-pyrazol-3-yl)amino)pyrimidin-2-yl)(methyl)amino)cyclohexyl)-2,3-dihydro-1H-indene-2-carboxamide